N-((4-bromo-2-(2,6-dioxopiperidin-3-yl)-1,3-dioxoisoindolin-5-yl)methyl)-4,9-dioxo-4,9-dihydronaphtho[2,3-b]furan-2-carboxamide BrC1=C2C(N(C(C2=CC=C1CNC(=O)C1=CC2=C(O1)C(C1=CC=CC=C1C2=O)=O)=O)C2C(NC(CC2)=O)=O)=O